N,N-dimethyl-2-(2-((2-(piperidin-1-yl)quinazolin-4-yl)amino)ethoxy)benzamide CN(C(C1=C(C=CC=C1)OCCNC1=NC(=NC2=CC=CC=C12)N1CCCCC1)=O)C